4-((2S,5R)-4-(bis(4-fluorophenyl)methyl)-5-ethyl-2-methylpiperazin-1-yl)-2-methyl-1-(((S)-tetrahydrofuran-2-yl)methyl)-1H-[1,2,4]triazolo[3,4-b]purine FC1=CC=C(C=C1)C(N1C[C@@H](N(C[C@H]1CC)C=1C=2N=C(N(C2N2C(N1)=NN=C2)C[C@H]2OCCC2)C)C)C2=CC=C(C=C2)F